C(C)N(C(CCC)=S)C1=C(N=C(S1)C=1C=NC=CC1)C N-ethyl-N-[4-methyl-2-(3-pyridinyl)thiazol-5-yl]-3-methylthiopropanamide